C(#N)C1=CC(=C(C=C1)CN1C[C@@H](N(C[C@H]1C)C1=CC(N(C=2C=CC(=NC12)C#N)C)=O)C)F 8-[(2S,5R)-4-[(4-cyano-2-fluorophenyl)methyl]-2,5-dimethylpiperazin-1-yl]-5-methyl-6-oxo-5,6-dihydro-1,5-naphthyridine-2-carbonitrile